2,4-dichloro-6-(4-chlorophenyl)-1,3,5-triazine ClC1=NC(=NC(=N1)Cl)C1=CC=C(C=C1)Cl